C(C)(=O)N[C@H](CC1=CC=C(C=C1)O)C(=O)N1[C@@H](C[C@H](C1)O)C(=O)N[C@@H](CC(N)=O)C(=O)N[C@@H]([C@H](O)C)C(=O)N[C@@H](CC1=CC=CC=C1)C(=O)NNC(=O)N[C@@H](CC(C)C)C(=O)N[C@@H](CCCNC(NC)=N)C(=O)N[C@@H](CC1=CNC2=CC=CC=C12)C(=O)N 2-(N-acetyl-D-tyrosyl-trans-4-hydroxy-L-prolyl-L-asparaginyl-L-threonyl-L-phenylalanyl)hydrazinocarbonyl-L-leucyl-Nω-methyl-L-arginyl-L-tryptophanamide